CN(C1=CC(=NC=C1C=O)C(=O)OC)C methyl 4-(dimethylamino)-5-formylpicolinate